(R)-4-(6-cyclopropyl-7-methoxyimidazo[1,2-b]pyridazin-3-yl)-N-(piperidin-3-yl)pyrimidin-2-amine C1(CC1)C=1C(=CC=2N(N1)C(=CN2)C2=NC(=NC=C2)N[C@H]2CNCCC2)OC